1-((3S,4R)-3-((2-((1-ethyl-1H-pyrazol-4-yl)amino)-5-fluoro-7H-pyrrolo[2,3-d]pyrimidin-4-yl)oxy)-4-fluoropiperidin-1-yl)prop-2-en-1-one C(C)N1N=CC(=C1)NC=1N=C(C2=C(N1)NC=C2F)O[C@H]2CN(CC[C@H]2F)C(C=C)=O